C1(CC1)C=1OC2=C(C1)C(=CC=C2OC)C=2C=NC=NC2 5-(2-cyclopropyl-7-methoxybenzofuran-4-yl)pyrimidine